FC=1C(=CC=2N(C1)C(=NC2)C)C(=O)NC=2N=C(C=1N(C2)C=C(N1)[C@@H]1N(CCC1)C)C 6-fluoro-3-methyl-N-{8-methyl-2-[(2R)-1-methylpyrrolidin-2-yl]imidazo[1,2-a]pyrazin-6-yl}imidazo[1,5-a]pyridine-7-carboxamide